5-(4-propylbenzoyl)-3-(1-azabicyclo[5.4.0]undec-3-en-4-yl)-benzothiophene C(CC)C1=CC=C(C(=O)C=2C=CC3=C(C(=CS3)C3=CCN4CCCCC4CC3)C2)C=C1